N-Ethyl-5-fluoro-N-isopropyl-2-((4-((R)-3-(((trans-4-(methylsulfonamido)cyclohexyl)methyl)amino)pyrrolidin-1-yl)pyrimidin-5-yl)oxy)benzamide C(C)N(C(C1=C(C=CC(=C1)F)OC=1C(=NC=NC1)N1C[C@@H](CC1)NC[C@@H]1CC[C@H](CC1)NS(=O)(=O)C)=O)C(C)C